FC1=C(C(=CC(=C1)OC([2H])([2H])[2H])F)C1=C(C(N(N1C)C1=NC(=CC=C1)C(C)(C)O)=O)NC(C1=CC=C(C=C1)OC(F)F)=O N-(5-(2,6-difluoro-4-(methoxy-d3)phenyl)-2-(6-(2-hydroxypropan-2-yl)pyridin-2-yl)-1-methyl-3-oxo-2,3-dihydro-1H-pyrazol-4-yl)-4-(difluoromethoxy)benzamide